N[C@@H](C(C1CC1)C1CC1)C=1N=C2N(N=C(C=C2)CC2C(NC[C@@H](C2)C(F)(F)F)=O)C1 (5R)-3-((2-((S)-1-amino-2,2-dicyclopropylethyl)imidazo[1,2-b]pyridazin-6-yl)methyl)-5-(trifluoromethyl)piperidin-2-one